10,13-dimethyl-6-oxo-4-{3-[(1-oxohexadecyl) oxy] propyl}-5-oxa-7,10,13-triazatetradecan-1-yl hexadecanoate C(CCCCCCCCCCCCCCC)(=O)OCCCC(OC(NCCN(CCN(C)C)C)=O)CCCOC(CCCCCCCCCCCCCCC)=O